2-(4-ethoxyphenyl)benzo[4,5]imidazo[1,2-a]pyrimidine C(C)OC1=CC=C(C=C1)C1=NC=2N(C=C1)C1=C(N2)C=CC=C1